N1=C(C=CC=C1)C#CC1=CC=C(C(=O)O)C=C1 4-(pyridin-2-ylethynyl)benzoic Acid